COC(=O)C=1CN(CCC1N)C(=O)OC(C)(C)C 4-amino-5,6-dihydro-2H-pyridine-1,3-dicarboxylic acid 1-tert-butyl 3-methyl ester